3-(3,3,3-trifluoro-1-(2-phenyl-1H-indol-3-yl)propyl)benzenesulfonyl fluoride FC(CC(C1=C(NC2=CC=CC=C12)C1=CC=CC=C1)C=1C=C(C=CC1)S(=O)(=O)F)(F)F